C(#N)C=1C=C(COC2=C(C=O)C=C(C(=C2)OCC2=C(C(=CC=C2)C2=C(C=CC=C2)F)OC)Cl)C=CC1 (3-cyanobenzyloxy)-4-(2-methoxy-3-o-fluorophenyl-benzyloxy)-5-chlorobenzaldehyde